SC(C(=O)OCC(COC(C(C)S)=O)(COC(C(C)S)=O)COC(C(C)S)=O)C pentaerythritol tetrakis(E-mercaptopropionate)